FC1=C2NC(C(=NC2=CC=C1CN1C[C@H]2N(C3=C(OC2)N=C(C=C3)C(=O)NC)CC1)C)=O (R)-3-((5-fluoro-2-methyl-3-oxo-3,4-dihydroquinoxalin-6-yl)methyl)-N-methyl-1,2,3,4,4a,5-Hexahydropyrazino[1,2-d]pyrido[2,3-b][1,4]oxazine-8-carboxamide